[H+].CCNC1=CC=C(C=C1)C(=C2C=CC(=NCC)C(=C2)C)C3=CC=C(C=C3)NCC The molecule is an organic cation obtained by protonation of the free base form of Hoffman's violet. It is a conjugate acid of a Hoffman's violet free base.